C(C)OC(C(=O)NNC(C1=CC(=CC=C1)C#N)=O)=O (2-(3-Cyanobenzoyl)hydrazino)-2-oxoacetic acid ethyl ester